rac-(4-{1-[(3R)-2,6-dioxopiperidin-3-yl]-3-methyl-2-oxo-1,3-benzodiazol-4-yl}piperazin-1-yl)acetic acid O=C1NC(CC[C@H]1N1C(N(C2=C1C=CC=C2N2CCN(CC2)CC(=O)O)C)=O)=O |r|